ClC1=CC=C(C=N1)CN1C=CC=C2C1=NC(N(C2=O)C2CCCCC2)=O 8-((6-chloropyridin-3-yl)methyl)-3-cyclohexylpyrido[2,3-d]pyrimidine-2,4(3h,8h)-dione